2-(2-(4-amino-8-methyl-6-(trifluoromethyl)-9H-pyrimido[4,5-b]indol-9-yl)acetyl)-N-(6-bromo-3-fluoropyridin-2-yl)-2-azabicyclo[3.1.0]hexane-3-carboxamide NC1=NC=NC=2N(C3=C(C=C(C=C3C21)C(F)(F)F)C)CC(=O)N2C1CC1CC2C(=O)NC2=NC(=CC=C2F)Br